BC1CN(CCC1C1=C2N=CC=NC2=C(C=C1)C(NC=1C=C(C=2N(C1)C=C(N2)C)F)=O)C(=O)OC(C)(C)C tert-butyl 3-boranyl-4-[8-[(8-fluoro-2-methyl-imidazo[1,2-a]pyridin-6-yl)carbamoyl]quinoxalin-5-yl]piperidine-1-carboxylate